CCCCC(=O)Cl n-Valeryl chloride